2,4-dimethyl-6-benzhydrylphenol CC1=C(C(=CC(=C1)C)C(C1=CC=CC=C1)C1=CC=CC=C1)O